(R or S)-1-(2-(4-cyclopropyl-2-(trifluoromethyl)phenyl)-2,3,4,5,5a,6,8,9-octahydro-7H-1,2,5,7-tetraazabenzo[cd]azulen-7-yl)prop-2-en-1-one C1(CC1)C1=CC(=C(C=C1)N1N=C2CCN(C[C@H]3C2=C1CCN3)C(C=C)=O)C(F)(F)F |o1:16|